BrC1=CC(=C(C(=C1)C)CN1CC(C1)(C)OC(C)=O)C acetic acid [1-[(4-bromo-2,6-dimethyl-phenyl) methyl]-3-methyl-azetidin-3-yl] ester